N-(4-(((R)-1-hydroxy-4-methylpent-2-yl)amino)-6-(2-(4-(2-morpholinoethyl)phenyl)propyl)-1,3,5-triazin-2-yl)methanesulfonamide OC[C@@H](CC(C)C)NC1=NC(=NC(=N1)CC(C)C1=CC=C(C=C1)CCN1CCOCC1)NS(=O)(=O)C